BrC1=C(C=CC=C1)C(C)C1OCC(CO1)=O 2-[1-(2-bromophenyl)ethyl]-1,3-dioxan-5-one